tert-Butyl 4-(difluoromethylene)piperidine-1-carboxylate FC(=C1CCN(CC1)C(=O)OC(C)(C)C)F